P(OC1=C(C=CC=C1)C(C)C)(OC1=C(C=CC=C1)C(C)C)OC1=C(C=CC=C1)C(C)C tri(isopropyl phenyl) phosphite